O1CCC(CC1)C#CC1=CC=C(OC2=C(N=NN2)C(=O)O)C=C1 5-(4-(2-(tetrahydro-2H-pyran-4-yl)ethynyl)phenoxy)-1H-1,2,3-triazole-4-carboxylic acid